ClC1=C(C=CC(=C1)Cl)[C@H]1OC2=C(C=CC=C2C(=C1)F)C1CCN(CC1)CC1=NC2=C(N1C[C@H]1OCC1)C=C(C=C2)C(=O)O 2-((4-((S)-2-(2,4-dichlorophenyl)-4-fluoro-2H-chromen-8-yl)piperidin-1-yl)methyl)-1-(((S)-oxetan-2-yl)methyl)-1H-benzo[d]imidazole-6-carboxylic acid